F[C@@H]1C[C@@]2([C@@H](C[C@H]3[C@@H]4CC[C@H]([C@@H](CCCC(C)C)C)[C@]4(CC[C@@H]3[C@]2(CC1)C)C)NCCC=1N=CNC1)O 3β-fluoro-5α-hydroxy-6β-[2-(1H-imidazol-4-yl)ethylamino]-cholestane